1-ethyl-4,4-difluorocyclohexane-1-carboxylic acid C(C)C1(CCC(CC1)(F)F)C(=O)O